ClC1=CC2=C(N=CN(C2=O)CC2(CCN(CC2)C(=O)C2(CC2)C)O)N1C1=CC2=C(CCO2)C=C1 6-Chloro-7-(2,3-dihydrobenzofuran-6-yl)-3-[[4-hydroxy-1-(1-methylcyclopropanecarbonyl)-4-piperidyl]methyl]pyrrolo[2,3-d]pyrimidin-4-one